CCC(CCC)NC1=NC(=NC=C1C)NC1=CC2=C(B(OC2)O)C=C1 5-((4-(hex-3-ylamino)-5-methylpyrimidin-2-yl)amino)benzo[c][1,2]oxaborole-1(3H)-ol